tert-butyl 4-[4-(4-morpholinopyrido[3,2-d]pyrimidin-2-yl)pyrimidin-2-yl]piperidine-1-carboxylate O1CCN(CC1)C=1C2=C(N=C(N1)C1=NC(=NC=C1)C1CCN(CC1)C(=O)OC(C)(C)C)C=CC=N2